BrC=1N(C(C(=C2C1CCC2)C)=O)CC2=CC=C(C=C2)OC 1-bromo-2-[(4-methoxyphenyl)methyl]-4-methyl-3-oxo-5,7-dihydrocyclopenta[c]Pyridine